cyclopropane 4-chloro-5-fluoro-2-methylpyridin-1-ium-1-olate ClC1=CC(=[N+](C=C1F)[O-])C.C1CC1